ClC=1C=CC(=C(C1)C1=NNC=C1C1=NC2=CC(=CN=C2C=C1)C=1N=NN(C1)CC=1C=NC=2CCNCC2C1)F 2-[3-(5-chloro-2-fluoro-phenyl)-1H-pyrazol-4-yl]-7-[1-(5,6,7,8-tetrahydro-1,6-naphthyridin-3-ylmethyl)triazol-4-yl]-1,5-naphthyridine